O1C[C@H](NCCC1)COC1=C2C(=NC(=NC2=C(C(=C1Cl)Br)F)SC)O (S)-5-((1,4-oxazepan-3-yl)methoxy)-7-bromo-6-chloro-8-fluoro-2-(methylthio)quinazolin-4-ol